(3R,4R)-1-[2-(3-chlorophenyl)ethyl]-3-[(4-methylsulfonylphenoxy)methyl]-4-methylpyrrolidine ClC=1C=C(C=CC1)CCN1C[C@@H]([C@H](C1)C)COC1=CC=C(C=C1)S(=O)(=O)C